4-[1-(2,3-dimethylphenyl)ethyl]-1-(prop-2-en-1-sulfonyl)-1H-imidazole CC1=C(C=CC=C1C)C(C)C=1N=CN(C1)S(=O)(=O)CC=C